N1(C=NC=C1)C=1C=NC2=CC=C(C=C2N1)C(=O)C=1C(=C(C=CC1F)NC(=O)NC1=CC(=C(C=C1)F)F)F 1-(3-(3-(1H-imidazol-1-yl)quinoxaline-6-carbonyl)-2,4-difluorophenyl)-3-(3,4-difluorophenyl)urea